N1(CCCCC1)[Si](OCC)(OCC)N1CCCCC1 dipiperidinyl-diethoxysilane